Cl.N1CC(C1)C1=CC=NC=C1 4-(azetidin-3-yl)pyridine hydrochloride